ClC1=NN2C(N=CC3=C2C(CN3C(=O)NC3=CC(=NC(=C3)C(F)(F)F)NC3COC3)(C(F)(F)F)C)=C1 2-chloro-8-methyl-N-(2-(oxetan-3-ylamino)-6-(trifluoromethyl)pyridin-4-yl)-8-(trifluoromethyl)-7,8-dihydro-6H-pyrazolo[1,5-a]pyrrolo[2,3-e]pyrimidine-6-carboxamide